(2S,3R,4R)-2-((6-((3-chlorobenzyl)amino)-9H-purin-9-yl)methyl)tetrahydrofuran-3,4-diol ClC=1C=C(CNC2=C3N=CN(C3=NC=N2)C[C@@H]2OC[C@H]([C@H]2O)O)C=CC1